2-(1H-indol-3-yl)-N,N-dimethylethylamine N1C=C(C2=CC=CC=C12)CCN(C)C